C1CC23CC1C=C2C(=O)OC3=O norbornenedicarboxylic anhydride